vinyl naphthalate C1(=CC=CC2=CC=CC=C12)C(=O)OC=C